(4-(diphenylamino)phenyl)-9-ethylcarbazole-3-carbaldehyde C1(=CC=CC=C1)N(C1=CC=C(C=C1)C1=CC(=CC=2C3=CC=CC=C3N(C12)CC)C=O)C1=CC=CC=C1